CC(CCC(=O)[O-])(C)C 4,4-dimethylvalerate